3-(6-(((1S,3S)-3-Aminocyclopentyl)amino)pyridin-3-yl)pyrimidin-4(3H)-one tert-Butyl-((1S,3S)-3-((5-(6-oxopyrimidin-1(6H)-yl)pyridin-2-yl)amino)cyclopentyl)carbamate C(C)(C)(C)N(C(O)=O)[C@@H]1C[C@H](CC1)NC1=NC=C(C=C1)N1C=NC=CC1=O.N[C@@H]1C[C@H](CC1)NC1=CC=C(C=N1)N1C=NC=CC1=O